N1CC(CN[C@H]2[C@H]1CCCC2)CS [(5aR,9aR)-decahydro-1H-1,5-benzodiazepin-3-yl]methanethiol